iron cobalt decanol C(CCCCCCCCC)O.[Co].[Fe]